(R)-7-chloro-N-(1-(3-(1,1-difluoro-2-methoxyethyl)-5-nitrophenyl)ethyl)-6-(4-methoxytetrahydro-2H-pyran-4-yl)-2-methylquinazolin-4-amine ClC1=C(C=C2C(=NC(=NC2=C1)C)N[C@H](C)C1=CC(=CC(=C1)[N+](=O)[O-])C(COC)(F)F)C1(CCOCC1)OC